IC1=C(C(=CC(=C1)[N+](=O)[O-])I)F 1,3-diiodo-2-fluoro-5-Nitrobenzene